BrC1=C(C=C(C=C1)C1(O)[C@H](OC(C)=O)[C@@H](OC(C)=O)[C@H](OC(C)=O)[C@H](O1)COC(C)=O)COC1=CC=CC=C1 1-bromo-4-(2,3,4,6-tetra-O-acetyl-D-glucopyranos-1-yl)(phenoxymethyl)-benzene